NC/C=C/CN1/C(/SC2=C1C(=CC(=C2)C(=O)OC)OC)=N/C(=O)C2=C(N=C(O2)C)CC Methyl (Z)-3-((E)-4-aminobut-2-en-1-yl)-2-((4-ethyl-2-methyloxazole-5-carbonyl)imino)-4-methoxy-2,3-dihydrobenzo[d]thiazole-6-carboxylate